BrC1=CC=C(C=C1)CN1CCN(CC1)C1=CC=C(C=C1)C1=CC2=C(C(=N1)C)C=C(N2C)C2=CC=C(C=C2)S(=O)(=O)C 6-(4-(4-(4-bromophenylmethyl)piperazin-1-yl)phenyl)-1,4-dimethyl-2-(4-(methylsulfonyl)phenyl)-1H-pyrrolo[3,2-c]pyridine